N-(3-dihydroxyboryl-5-bromobenzoyl)glycine OB(C=1C=C(C(=O)NCC(=O)O)C=C(C1)Br)O